2-(5-amino-2-fluoro-4-methylphenyl)isoindolin-1-one NC=1C(=CC(=C(C1)N1C(C2=CC=CC=C2C1)=O)F)C